CC(C)(C(CC(C)(C)C)C1=C(C=C(C=C1O)O)O)C 2-(2,2,5,5-Tetramethylhexan-3-yl)benzene-1,3,5-triol